(1S,2S,5R)-2-((S)-1-((7-chloro-8-fluoro-2-(methylsulfanyl)-4-oxo-3,4-dihydropyrido[4,3-d]pyrimidin-5-yl)oxy)ethyl)-3,8-diazabicyclo[3.2.1]octane-8-carboxylic acid tert-butyl ester C(C)(C)(C)OC(=O)N1[C@@H]2[C@H](NC[C@H]1CC2)[C@H](C)OC2=NC(=C(C=1N=C(NC(C12)=O)SC)F)Cl